3''-fluoro-2-methoxy-1,1':3',1''-terphenyl FC=1C=C(C=CC1)C=1C=C(C=CC1)C1=C(C=CC=C1)OC